3-Methylphenyl 2,4,6-tri-O-acetyl-3-azido-3-deoxy-1-thio-α-D-galactopyranoside C(C)(=O)O[C@H]1[C@@H](SC2=CC(=CC=C2)C)O[C@@H]([C@@H]([C@@H]1N=[N+]=[N-])OC(C)=O)COC(C)=O